FC1=C(C2=C(C=C(C=C2C=C1)OCOC)B1OC(C(O1)(C)C)(C)C)C#C[Si](C(C)C)(C(C)C)C(C)C 2-[2-fluoro-6-(methoxymethoxy)-8-(4,4,5,5-tetramethyl-1,3,2-dioxaborolan-2-yl)-1-naphthyl]ethynyl-triisopropyl-silane